Cl.ClC=1C(=NC=CC1)CN1CC(CC1)C1=C(C=C(C=C1)OC1=C(C=CC=C1)C(C)C)CO (2-(1-((3-chloropyridin-2-yl)methyl)pyrrolidin-3-yl)-5-(2-isopropylphenoxy)phenyl)methanol hydrochloride